ClC=1C=C2C(=CNC2=CC1)NC(=O)NC1CCC(CC1)OC1=NC=C(C=C1)C(F)(F)F 1-(5-chloro-1H-indol-3-yl)-3-((1r,4r)-4-((5-(trifluoromethyl)pyridin-2-yl)oxy)cyclohexyl)urea